C(C=C(C(=O)O)CC(=O)O)(=O)O anti-aconitic acid